COC(=O)C1=NC(=CC(=C1Cl)NC(C)=O)Cl 4-acetylamino-3,6-dichloro-pyridine-2-carboxylic acid methyl ester